1-[4-(trifluoromethoxy)phenyl]biguanide hydrochloride Cl.FC(OC1=CC=C(C=C1)NC(=N)NC(=N)N)(F)F